6-chloro-7-fluoro-1H-indene ClC1=CC=C2C=CCC2=C1F